2-(4-(4-fluoro-1,3-dioxoisoquinolin-2-yl)phenoxy)-N-(2-((4-fluorobenzyl)(7-nitrobenzo[c][1,2,5]oxadiazol-4-yl)amino)ethyl)acetamide FC1C(N(C(C2=CC=CC=C12)=O)C1=CC=C(OCC(=O)NCCN(C2=CC=C(C3=NON=C32)[N+](=O)[O-])CC3=CC=C(C=C3)F)C=C1)=O